2,6,6-trimethyl-9-methylenebicyclo[3.3.1]nonane CC1C2CCC(C(CC1)C2=C)(C)C